ClC=1C=CC=C2C=CNC12 7-chloro-1H-indol